Biphenyl-4-yl-(9,9-dimethyl-9H-fluoren-4-yl)-amin C1(=CC=C(C=C1)NC1=CC=CC=2C(C3=CC=CC=C3C12)(C)C)C1=CC=CC=C1